t-butyl-(isopropyl-benzene) C(C)(C)(C)C1=C(C=CC=C1)C(C)C